5-Propoxypicolinaldehyde C(CC)OC=1C=CC(=NC1)C=O